5,7-dimethyladamantane-1,3-diamine CC12CC3(CC(CC(C1)(C3)C)(C2)N)N